n-propyl 4-dimethylamino-α-cyanocinnamate CN(C1=CC=C(C=C(C(=O)OCCC)C#N)C=C1)C